N1C(=NC2=C1C=CC=C2)C2=C(C=C(C=C2)Cl)C=2C(=CC(=CC2)C(=O)N[C@H](CCC)C2=CC=CC=C2)C(=O)NO 2'-(1H-1,3-benzodiazol-2-yl)-5'-chloro-N2-hydroxy-N4-[(1R)-1-phenylbutyl]-[1,1'-biphenyl]-2,4-dicarboxamide